Methyl (4Z,7S)-7-{5-[(E)-2-{(4S,5R)-2,2-dimethyl-5-[(2Z)-pent-2-en-1-yl]-1,3-dioxolan-4-yl}ethenyl]-1-methyl-1H-1,2,3-triazol-4-yl}-7-hydroxyhept-4-enoate CC1(O[C@@H]([C@@H](O1)/C=C/C1=C(N=NN1C)[C@H](C\C=C/CCC(=O)OC)O)C\C=C/CC)C